Cl.Cl.FC(C(C(F)(F)F)OC(=O)N1CCN(CC1)CC1=C(C=C(C=C1)C(F)(F)F)N1CCCC1)(F)F 4-(2-(pyrrolidin-1-yl)-4-(trifluoromethyl)benzyl)piperazine-1-carboxylic acid 1,1,1,3,3,3-hexafluoropropan-2-yl ester dihydrochloride